[Na].COC1=CC=C(C=C1)O (4-methoxy)-phenol sodium